Br.Cl.Cl Dihydrochloride, hydrobromide